BrC=1N=C2C(=NC1)N=C(S2)NC(=O)C=2C=NC(=CC2C2=CC(=NC=C2OC)Cl)C N-(6-bromothiazolo[4,5-b]pyrazin-2-yl)-2'-chloro-5'-methoxy-6-methyl-[4,4'-bipyridine]-3-carboxamide